C(C)(C)(C)S(=O)(=O)C=1C(=CC=2N(C1)C=CN2)OCC(CO)C 3-((6-(tert-butylsulfonyl)imidazo[1,2-a]pyridin-7-yl)oxy)-2-methylpropan-1-ol